4-(5-chloro-2-methoxy-phenyl)-N-(6-imidazo[1,2-b]pyridazine-7-ylthiazolo[4,5-b]pyrazine-2-yl)-6-methyl-pyridine-3-carboxamide ClC=1C=CC(=C(C1)C1=C(C=NC(=C1)C)C(=O)NC=1SC=2C(=NC=C(N2)C2=CC=3N(N=C2)C=CN3)N1)OC